FCC(CN(CCC(C(=O)O)NC(C(C)C=1C(=NC=CC1)OC)=O)CCCCC1=NC=2NCCCC2C=C1)OC 4-[[3-fluoro-2-methoxy-propyl]-[4-(5,6,7,8-tetrahydro-1,8-naphthyridin-2-yl)butyl]amino]-2-[[2-(2-methoxy-3-pyridyl)propanoyl]amino]butanoic acid